C(C)OC1=NC=CC(=C1)C1=CC=C(C=C1)[C@@H](C)N1C=CC2=C(C=CC(=C12)C(=O)NC1CC2(CCC2)C1)F (Ra)-6-(1-((R)-1-(4-(2-Ethoxypyridin-4-yl)phenyl)ethyl)-4-fluoro-1H-indol-7-carboxamido)spiro[3.3]heptan